N-methylazetidin CN1CCC1